3-fluoro-N-methyl-N-(2-((8-methyl-2-oxo-1,2,3,4-tetrahydroquinolin-6-yl)oxy)ethyl)benzamide FC=1C=C(C(=O)N(CCOC=2C=C3CCC(NC3=C(C2)C)=O)C)C=CC1